C1(=CC=CC=C1)[Se]C1C(OC2=CC=CC=C2C1)=O 3-phenylselenodihydrocoumarin